2,4-Di-methyl-6-tert-butylphenol CC1=C(C(=CC(=C1)C)C(C)(C)C)O